2-(1-cyanocyclopropyl)-N-(4-methyl-3-nitrophenyl)isonicotinamide C(#N)C1(CC1)C=1C=C(C(=O)NC2=CC(=C(C=C2)C)[N+](=O)[O-])C=CN1